1-methyl-N-{5-[(1R,3R)-3-[4-(tri-fluoromethyl)phenyl]cyclobutoxy]-1H-indol-3-yl}-1H-imidazole-2-carboxamide CN1C(=NC=C1)C(=O)NC1=CNC2=CC=C(C=C12)OC1CC(C1)C1=CC=C(C=C1)C(F)(F)F